ClC1=CC2=C(N(C(N=C2N2[C@H](CN(CC2)C(C=C)=O)C)=O)C2=C(C=CC=C2F)F)N=C1C1=C(C=CC=C1O)F 6-chloro-1-(2,6-difluorophenyl)-7-(2-fluoro-6-hydroxyphenyl)-4-((2S)-2-methyl-4-(2-propenoyl)-1-piperazinyl)pyrido[2,3-d]pyrimidin-2(1H)-one